5-(4-cyanophenyl)-1-cyclopropyl-1H-pyrazole-3-carboxylic acid ethyl ester C(C)OC(=O)C1=NN(C(=C1)C1=CC=C(C=C1)C#N)C1CC1